O1CC=CC2=CC=C3C(=C12)C=C[Se]3=O selenophenochromenone